[[2-(2-cyclopropylphenyl)-3-methyl-1H-indol-5-yl]methyl]-4-methyl-pyrimidine-5-carboxamide C1(CC1)C1=C(C=CC=C1)C=1NC2=CC=C(C=C2C1C)CC1=NC=C(C(=N1)C)C(=O)N